C1=CC=CC=2C3=CC=CC=C3C(C12)COC(=O)C1C(CC12CCNCC2)C(=O)O (((9H-fluoren-9-yl)methoxy)carbonyl)-7-azaspiro[3.5]nonane-2-carboxylic acid